COC1=NOC2=C1C(=C(C=C2)NC)[N+](=O)[O-] 3-methoxy-N-methyl-4-nitrobenzo[d]isoxazol-5-amine